N(CC(=O)O)CC(=O)O iminoDIACETIC ACID